3-(9-((4-(aminomethyl)-2-methylphenyl)carbamoyl)-4,5-dihydrobenzo[b]thieno[2,3-d]oxepin-8-yl)-6-(((1S,2S,4R)-bicyclo[2.2.1]heptan-2-yl)carbamoyl)picolinic acid NCC1=CC(=C(C=C1)NC(=O)C1=CC2=C(OCCC3=C2SC=C3)C=C1C=1C(=NC(=CC1)C(N[C@@H]1[C@H]3CC[C@@H](C1)C3)=O)C(=O)O)C